cyclopropyl[o-(4,4,5,5-tetramethyl-1,3,2-dioxaborolan-2-yl)phenyl]methanone C1(CC1)C(=O)C1=C(C=CC=C1)B1OC(C(O1)(C)C)(C)C